FC1CCC=2C1=NC1=C(C2NC(OCC(Cl)(Cl)Cl)=O)CCC1 2,2,2-trichloroethyl (3-fluoro-1,2,3,5,6,7-hexa-hydrodicyclopenta[b,e]pyridin-8-yl)carbamate